[Si](C)(C)(C(C)(C)C)OCC[C@H](C(C)(O)C)O (3R)-5-[(tert-butyldimethylsilyl)oxy]-2-methylpentane-2,3-diol